C(C=C)(=O)N1C[C@H](CC1)N1N=C(C(=C1NC(C)C)C(=O)N)C#CC1=CC(=CC(=C1)OC)OC (S)-1-(1-acryloylpyrrolidin-3-yl)-3-((3,5-dimethoxyphenyl)ethynyl)-5-(isopropylamino)-1H-pyrazole-4-carboxamide